4-bromo-5-((tert-butyldimethylsilyl)oxy)-6-fluoro-7,7-dimethyl-1-(tetrahydro-2H-pyran-2-yl)-1,7-dihydrocyclopenta[f]indazole BrC1=C2C=NN(C2=CC2=C1C(=C(C2(C)C)F)O[Si](C)(C)C(C)(C)C)C2OCCCC2